C(COCC(=S)OCCCC)(=S)OCCCC dibutyl dithiodiglycolate